(1R,6R)-7-oxo-8-oxo-3-azabicyclo[4.2.0]octane O=C1[C@@H]2CCNC[C@@H]2C1=O